ClC=1N=C2C(=C(C(N(C2=CC1)C)=O)C#N)N1CCN(CC1)CC1=C(C=C(C=C1)C#N)OC 6-chloro-4-{4-[(4-cyano-2-methoxyphenyl)methyl]piperazin-1-yl}-1-methyl-2-oxo-1,2-dihydro-1,5-naphthyridine-3-carbonitrile